CN1N=CC2=CC(=C3C(=C12)C=CC=C3)O methyl-1H-benzo[g]indazol-5-ol